(2S)-3-hydroxy-2-({5-[(2-methoxypyridin-3-yl)methoxy]-2-methyl-1-benzothiophen-3-yl}formamido)propanamide OC[C@@H](C(=O)N)NC(=O)C1=C(SC2=C1C=C(C=C2)OCC=2C(=NC=CC2)OC)C